ClC=1C=CC(=C(C1)C1=NN(C=C1NC(=O)C=1C=NN2C1N=CC=C2)CC(=O)N2CCN(CC2)CC2(COC2)C)OC(F)F N-[3-[5-chloro-2-(difluoromethoxy)phenyl]-1-(2-[4-[(3-methyloxetan-3-yl)methyl]Piperazin-1-yl]-2-oxoethyl)-1H-pyrazol-4-yl]Pyrazolo[1,5-a]Pyrimidine-3-carboxamide